5-hydroxy-2,3-dimethyl-7-methoxychromone OC1=C2C(C(=C(OC2=CC(=C1)OC)C)C)=O